N-(2-cyclohexyl-4-(trifluoromethyl)phenyl)-2-(4-((1-(2-(2,6-dioxopiperidin-3-yl)-1,3-dioxoisoindolin-5-yl)azetidin-3-yl)ethynyl)-1H-pyrazol-1-yl)-2-methylpropanamide C1(CCCCC1)C1=C(C=CC(=C1)C(F)(F)F)NC(C(C)(C)N1N=CC(=C1)C#CC1CN(C1)C=1C=C2C(N(C(C2=CC1)=O)C1C(NC(CC1)=O)=O)=O)=O